BrC1=CN=C(S1)N1C[C@H](CC1)O (3S)-1-(5-bromo-1,3-thiazol-2-yl)pyrrolidin-3-ol